BrC1=CC(=C2C=NNC2=C1)O[Si](C)(C)C(C)(C)C (6-Bromo-1H-indazol-4-yl)oxy-tert-butyl-dimethyl-silane